ethyl (1S,3S)-3-aminocyclobutane-1-carboxylate CCOC(=O)C1CC(C1)N